C1CC12CN(CC2)CC2=CC(=C1CN(C(C1=C2)=O)C2=NC(=CC(=C2)C=2C=C(C#N)C=CC2C2=NN=CN2C)Cl)C(F)(F)F 3-[2-(6-{5-azaspiro[2.4]heptan-5-ylmethyl}-1-oxo-4-(trifluoromethyl)-3H-isoindol-2-yl)-6-chloropyridin-4-yl]-4-(4-methyl-1,2,4-triazol-3-yl)benzonitrile